FC=1C(=C(C=CC1F)[C@@H]1[C@H](OC([C@@H]1C)(C)C)C(=O)NC1=CC(=NC=C1)C(=O)N)OC 4-((2S,3R,4R)-3-(3,4-difluoro-2-methoxyphenyl)-4,5,5-trimethyltetrahydrofuran-2-carboxamido)picolinamide